1-(4-(aminomethyl)benzyl)guanidine NCC1=CC=C(CNC(=N)N)C=C1